N-(3-bromo-4-fluoro-5-(1,3,5-trimethyl-1H-pyrazol-4-yl)phenyl)cyclopropanesulfonamide BrC=1C=C(C=C(C1F)C=1C(=NN(C1C)C)C)NS(=O)(=O)C1CC1